O1C2=C(OC[C@@H]1CN1CCN(CC1)C1=NC=CC=C1CO)C=CC=C2 (S)-(2-(4-((2,3-dihydrobenzo[b][1,4]dioxin-2-yl)methyl)piperazin-1-yl)pyridin-3-yl)methanol